(R)-4-(3-cyclohexyl-2-(cyclohexylamino)propionamido)benzoic acid C1(CCCCC1)C[C@H](C(=O)NC1=CC=C(C(=O)O)C=C1)NC1CCCCC1